P(=O)([O-])([O-])[O-].N[Ca+].N[Ca+].N[Ca+] amino-calcium phosphate